1-[6-[(3S,5S)-3,5-dimethyl-piperazin-1-yl]-4-fluoro-3-[(8-fluoro-2-methyl-imidazo[1,2-a]pyridin-6-yl)amino]indazol-1-yl]propan-2-one C[C@H]1CN(C[C@@H](N1)C)C1=CC(=C2C(=NN(C2=C1)CC(C)=O)NC=1C=C(C=2N(C1)C=C(N2)C)F)F